1-(2-(1-methyl-1H-pyrazol-4-yl)phenyl)ethan CN1N=CC(=C1)C1=C(C=CC=C1)CC